ClC=1C=CC=C2C(NN=C(C12)C1=CC2=C(NC(=N2)NC(OC)=O)C=C1)=O Methyl (5-(8-chloro-4-oxo-3,4-dihydrophthalazin-1-yl)-1H-benzimidazol-2-yl)carbamate